3-(Bromomethyl)-5-fluorobenzenesulfonyl chloride BrCC=1C=C(C=C(C1)F)S(=O)(=O)Cl